ClC=1C=C(SC1Cl)C(=O)OCC ethyl 4,5-dichlorothiophene-2-carboxylate